4-propylthiazol C(CC)C=1N=CSC1